perchloric acid imidazolium salt N1C=[NH+]C=C1.Cl(=O)(=O)(=O)[O-]